[3-(3-hydroxyphenoxy)azetidin-1-yl]-5-methyl-2,2-diphenylhexanamide hydrochloride Cl.OC=1C=C(OC2CN(C2)C(C(C(=O)N)(C2=CC=CC=C2)C2=CC=CC=C2)CC(C)C)C=CC1